tert-butyl N-[2-[2-(1,1-difluoro-2-hydroxyethyl)-3-thienyl]-2-hydroxyethyl]-N-methylcarbamate FC(CO)(F)C=1SC=CC1C(CN(C(OC(C)(C)C)=O)C)O